1-[2-(5-{2-[(2,3-dihydro-1H-inden-2-yl)amino]pyrimidin-5-yl}-1,3,4-oxadiazol-2-yl)acetyl]-1,2,3,6-tetrahydropyridine-4-carboxylic acid C1C(CC2=CC=CC=C12)NC1=NC=C(C=N1)C1=NN=C(O1)CC(=O)N1CCC(=CC1)C(=O)O